C(=O)C1=C(C=CC(=C1)C#CC(=O)O)C1=CC=CC=C1 3-(2-formyl[1,1'-biphenyl]-4-yl)prop-2-ynoic acid